(2R,S)-N-Benzyl-2-(2-oxopyrrolidin-1-yl)propanamid C(C1=CC=CC=C1)NC([C@@H](C)N1C(CCC1)=O)=O